(E)-2-(3-isopropyl-1-methyl-5-pyrazolyl-carbonylamino)-5,5-dimethyl-3-hexenoic acid C(C)(C)C1=NN(C(=C1)C(=O)NC(C(=O)O)\C=C\C(C)(C)C)C